BrC1=CC(=C(C=C1F)CC(=O)OCC)COCCC1=C(C=CC(=C1)C#N)COC1=NC(=C(C=C1)F)Br ethyl 2-(4-bromo-2-((2-(((6-bromo-5-fluoropyridin-2-yl)oxy)methyl)-5-cyanophenethoxy)methyl)-5-fluorophenyl)acetate